4-[7-(2-aminobutoxy)imidazo[1,2-a]pyridin-3-yl]-N-cyclopropyl-2-(difluoromethoxy)-6-methoxy-benzamide NC(COC1=CC=2N(C=C1)C(=CN2)C2=CC(=C(C(=O)NC1CC1)C(=C2)OC)OC(F)F)CC